C(C1=CC=CC=C1)OC1=C(C(=CC(=C1)O)O)C(=O)N1CC2=C(C=C(C=C2CC1)OCCOC)N[C@@H]1COCC1 (S)-(2-(benzyloxy)-4,6-dihydroxyphenyl)(6-(2-methoxyethoxy)-8-((tetrahydrofuran-3-yl)amino)-3,4-dihydroisoquinolin-2(1H)-yl)methanone